ClC1=CC(=C2CN(CC2=C1)C(=O)NC)N1CCCC2=CC(=C(C=C12)C(F)F)C=1C=NN(C1)C 6-chloro-4-(7-(difluoromethyl)-6-(1-methyl-1H-pyrazol-4-yl)-3,4-dihydroquinolin-1(2H)-yl)-N-methylisoindoline-2-carboxamide